CN(CCO)CCO 2,2'-(methylimino)bis-ethanol